C(C)O[SiH](C1=CC(=CC=C1)C(=C)C)OCC diethoxy(3-isopropenylphenyl)silane